O=C1NC(CCC1NC1=CC(=C(C=C1)N1CCC(CC1)(C(=O)O)O)F)=O 1-[4-[[2,6-dioxo-3-piperidinyl]amino]-2-fluoro-phenyl]-4-hydroxy-piperidine-4-carboxylic acid